C(C1=CC=CC=C1)OC[C@H]1CNC(C=2N1N=C(C2)Br)=O |r| (7RS)-7-[(benzyloxy)methyl]-2-bromo-6,7-dihydropyrazolo[1,5-a]pyrazin-4(5H)-one